4-bromo-2-(bromomethyl)benzoic acid methyl ester COC(C1=C(C=C(C=C1)Br)CBr)=O